1-((5-Bromopyrimidin-2-yl)methyl)dihydropyrimidine-2,4(1H,3H)-dione BrC=1C=NC(=NC1)CN1C(NC(CC1)=O)=O